(S)-3-amino-5-methyl-2,3-dihydropyrido[3,2-b][1,4]oxazepine-4(5H)-one hydrochloride Cl.N[C@@H]1C(N(C2=C(OC1)C=CC=N2)C)=O